CNC(CCC(C)NC)=O N-methyl-4-(methylamino)pentanamide